ClC1=C(OC=2C=C(C(=NC2)OC)S(=O)(=O)Cl)C(=CC(=C1)[N+](=O)[O-])Cl 5-(2,6-dichloro-4-nitro-phenoxy)-2-methoxy-pyridine-3-sulfonyl chloride